3-cyanoethylcyclohexylisopropyltrimethoxysilane C(#N)CCC1CC(CCC1)CO[Si](OC)(OC)C(C)C